C(#N)C1=C(OCC2=NC=CC(=N2)O[C@@H]2C[C@@H](N(CC2)CC2=NC3=C(N2C[C@H]2OCC2)C=C(C=C3)C(=O)NO)C)C=CC(=C1)F {[(2S,4S)-4-({2-[(2-Cyano-4-fluorophenoxy)methyl]pyrimidin-4-yl}oxy)-2-methylpiperidin-1-yl]methyl}-N-hydroxy-1-{[(2S)-oxetan-2-yl]methyl}-1H-1,3-benzodiazole-6-carboxamide